(4AR,8aS)-7-methyl-octahydro-1,4-methanonaphthalene-6(2H)-one CC1C(C[C@@H]2C3CCC([C@@H]2C1)C3)=O